C(C)OC(=O)C=1C(N(C(C1O)=O)C)C(F)(F)F.CC=1N=C(SC1C)N1N([NH2+]C(=N1)C1=CC(=CC=C1)OCC(=O)O)C1=CC=C(C=C1)S(=O)(=O)O 3-(4,5-dimethyl-thiazol-2-yl)-5-(3-carboxymethoxyphenyl)-2-(4-sulfophenyl)-2H-tetrazolium Ethyl-4-hydroxy-1-methyl-5-oxo-2-(trifluoromethyl)-2,5-dihydro-1H-pyrrole-3-carboxylate